propoxy vinyl ether C(=C)OOCCC